C(C)(=O)OC[C@H]1O[C@H]([C@H]([C@@H]([C@@H]1CC(=O)O)CC(=O)O)CC(=O)O)OC1=CC=C(C=C1)N1C(=NC2=CC=CC(=C2C1=O)Cl)C (2s,3s,4r,5s,6s)-2-(acetoxymethyl)-6-(4-(5-chloro-2-methyl-4-oxoquinazolin-3(4H)-yl)phenoxy)tetrahydro-2H-pyran-3,4,5-triacetic acid